(2R)-1-(2-(3,8-diazabicyclo[3.2.1]octan-8-yl)-6,7-dihydrothiazolo[5,4-c]pyridin-5(4H)-yl)-2-cyclopentyl-2-hydroxyethan-1-one C12CNCC(CC1)N2C=2SC=1CN(CCC1N2)C([C@H](O)C2CCCC2)=O